Cl.N[C@@H](CS)C(=O)OCCCCCC hexyl L-cysteinate hydrochloride